3-Ethoxy-5-{6-[2-(4-fluoro-7-methoxy-2-methyl-benzofuran-3-yl)-ethylamino]-pyrimidin-4-yl}-thiophen C(C)OC1=CSC(=C1)C1=NC=NC(=C1)NCCC1=C(OC2=C1C(=CC=C2OC)F)C